[Ca].C1(=CC=CC=C1)O phenol, calcium salt